C(OC(C)F)(OCC)=O 1-fluoroethyl ethyl carbonate